2-ethyl-sulfonate isocyanate [N-]=C=O.CCS(=O)(=O)[O-]